C(CCCCCCC)OC1=CC=2C(C3=CC=CC=C3SC2C=C1)=O 2-octyloxy-9H-thioxanthen-9-one